C1(=CC(=CC=C1)N1/C(/SC=C1)=N/C(OCC)=O)C (Z)-Ethyl (3-(m-tolyl)thiazol-2(3H)-ylidene)carbamate